(tert-butyl)-8-((1SR,2SR)-2-carbamoylcyclopropyl)-1-(3,5-dichlorophenyl)-7-methoxy-N-methyl-1,4-dihydrobenzopyrano[4,3-c]pyrazole-3-carboxamide C(C)(C)(C)C1OC2=C(C=C(C(=C2)OC)[C@@H]2[C@H](C2)C(N)=O)C=2N(N=C(C21)C(=O)NC)C2=CC(=CC(=C2)Cl)Cl |r|